N[C@@H](CCC(N)=O)C(=O)N=[N+]=[N-] glutamine, azide